(3,4,5,5-tetramethylcyclopent-2-en-1-yl)methanol CC1=CC(C(C1C)(C)C)CO